tetraethylene glycol perfluoroheptyl ether FC(C(C(C(C(C(C(F)(F)F)(F)F)(F)F)(F)F)(F)F)(F)F)(F)OCCOCCOCCOCCO